O=C1CCC(C12CCN(CC2)C2=C(CNCCC1(CCOC3(CCCC3)C1)C1=NC=CC=C1)C=CC=C2)=O N-(2-(1,4-dioxo-8-azaspiro[4.5]decan-8-yl)benzyl)-2-(9-(pyridin-2-yl)-6-oxaspiro[4.5]decan-9-yl)ethylamine